6-chloro-2-[5-(chloromethyl)-2-(3-chloro-2-pyridyl)pyrazol-3-yl]-8-methyl-3,1-benzoxazin-4-one ClC=1C=C(C2=C(C(OC(=N2)C=2N(N=C(C2)CCl)C2=NC=CC=C2Cl)=O)C1)C